COC(COC=1C(NC2=CC=C(C=C2C1)N)=O)=O 2-((6-Amino-2-oxo-1,2-dihydroquinolin-3-yl)oxy)acetic acid methyl ester